(R)-4-(difluoromethyl)-2-(3-(3-(fluoro(4-methyl-4H-1,2,4-triazol-3-yl)methyl)oxetan-3-yl)phenyl)-6-(hydroxymethyl)isoindolin-1-one FC(C1=C2CN(C(C2=CC(=C1)CO)=O)C1=CC(=CC=C1)C1(COC1)[C@H](C1=NN=CN1C)F)F